C(C)(C)(C)OC(=O)N1CC2N(CC1)C[C@H](N(C2)C)C=O (7S)-7-formyl-8-methyl-octahydro-2H-pyrazino[1,2-a]pyrazine-2-carboxylic acid tert-butyl ester